[Li]C=1C=C(C=C(C(=O)O)C1)C(=O)O 5-(lithio)isophthalic acid